ClC1=CC2=C(N(CN(C2=O)C2=C(NC(C=C2)=O)C)C2=C(C=C(C=C2)F)C)N=C1C#N 6-chloro-1-(4-fluoro-2-methylphenyl)-3-(2-methyl-6-oxo-1,6-dihydropyridin-3-yl)-4-oxo-1,2,3,4-tetrahydropyrido[2,3-d]pyrimidine-7-carbonitrile